C(C)C1=NNC2=NC(=CN=C21)N2CC1(CN(C1)C1=CC(=NC=C1)C(F)(F)F)CC2 3-ethyl-6-(2-(2-(trifluoromethyl)pyridin-4-yl)-2,6-diazaspiro[3.4]octan-6-yl)-1H-pyrazolo[3,4-b]pyrazine